picoline-2,5-dicarboxamide dihydrochloride Cl.Cl.N1C(C=CC(=C1)C(=O)N)(C)C(=O)N